FC1=CC2=C(NC(=N2)C=2C(=NC(=NC2)NC(C)C)N[C@@H]2CNCCC2)C=C1 (S)-5-(5-fluoro-1H-benzo[d]imidazol-2-yl)-N2-isopropyl-N4-(piperidin-3-yl)pyrimidine-2,4-diamine